5-((2,2-difluoroethoxy)methyl)-2-phenyl-1H-indol-7-amine FC(COCC=1C=C2C=C(NC2=C(C1)N)C1=CC=CC=C1)F